4-(4-(2-(3-methylbenzylidene)hydrazinyl)-7H-pyrrolo[2,3-d]pyrimidin-2-yl)morpholine CC=1C=C(C=NNC=2C3=C(N=C(N2)N2CCOCC2)NC=C3)C=CC1